COC1=CC=C(CNC2=CC=CC=C2)C=C1 N-(4-methoxybenzyl)-aniline